(7-amino-5,6,7,8-tetrahydroisoquinolin-3-yl)piperazine-1-carboxylic acid tert-butyl ester C(C)(C)(C)OC(=O)N1C(CNCC1)C=1N=CC=2CC(CCC2C1)N